Methyl (Z)-3-(phenylamino)dodec-2-enoate C1(=CC=CC=C1)N\C(=C/C(=O)OC)\CCCCCCCCC